(1s,3r)-3-acetamido-N-(5-chloro-4-(4,5,6,7-tetrahydropyrazolo[1,5-a]pyridin-3-yl)pyridin-2-yl)cyclohexanecarboxamide C(C)(=O)N[C@H]1C[C@H](CCC1)C(=O)NC1=NC=C(C(=C1)C=1C=NN2C1CCCC2)Cl